3-(hydroxymethyl)-4-methoxybenzoic acid methyl ester COC(C1=CC(=C(C=C1)OC)CO)=O